Br.O=C1NC(CCC1C1=NN(C2=C(C=CC=C12)NC(CN1[C@H](CNCC1)C(F)(F)F)=O)C)=O N-(3-(2,6-dioxopiperidin-3-yl)-1-methyl-1H-indazol-7-yl)-2-((R)-2-(trifluoromethyl)piperazin-1-yl)acetamide hydrobromide